Pentacosyl-nitrilotriacetic acid C(CCCCCCCCCCCCCCCCCCCCCCCC)C(C(=O)O)N(CC(=O)O)CC(=O)O